6-methylheptan-2-yl benzoate C(C1=CC=CC=C1)(=O)OC(C)CCCC(C)C